4-[[(1R)-1-[3-(difluoromethyl)-2-fluoro-phenyl]ethyl]amino]-2-methyl-6-[(1S,5S)-3-oxabicyclo[3.1.0]hexan-1-yl]pyrido[3,4-d]pyridazine-1,7-dione FC(C=1C(=C(C=CC1)[C@@H](C)NC1=NN(C(C=2C1=CN(C(C2)=O)[C@@]21COC[C@H]1C2)=O)C)F)F